C(C)(=O)[O-].C(CCCCC)[N+](C)(C)C hexyl-trimethyl-ammonium acetate